1-(2,6-difluorophenyl)-1H-pyrazole FC1=C(C(=CC=C1)F)N1N=CC=C1